ClC=1C=CC=C2C=C(C=C(C12)C1=NC=C2C3=C(C=NC2=C1F)N(C(C1N3CC(NC1)CC#N)=O)C)O 2-(3-(8-chloro-3-hydroxynaphthalen-1-yl)-4-fluoro-7-methyl-8-oxo-8,8a,9,10,11,12-hexahydro-7H-pyrazino[1',2':4,5]pyrazino[2,3-c][1,6]naphthyridin-11-yl)acetonitrile